1,1'-ferrocenedicarboxaldehyde [C-]1(C=CC=C1)C=O.[C-]1(C=CC=C1)C=O.[Fe+2]